C(C)(C)(C)[C@@H]1C[C@@H]([C@@H](O1)C(=O)NC1=CC(=NC=C1)C(=O)N)C1=C(C(=C(C=C1)F)F)OC (2R,3R,5S)-4-[[5-tert-butyl-3-(3,4-difluoro-2-methoxy-phenyl)tetrahydrofuran-2-carbonyl]amino]pyridine-2-carboxamide